ClC1=CC=NC=2C3CCC(C12)O3 4-chloro-5,6,7,8-tetrahydro-5,8-epoxyquinoline